CN1C=C(C(=O)N)C=CC1=O 1,6-Dihydro-1-methyl-6-oxonicotinamide